(E)-N-(2-(((1-(2-fluoroethyl)azetidin-3-yl)oxy)methyl)phenyl)-3-(1H-indazol-6-yl)acrylamide hydrochloride Cl.FCCN1CC(C1)OCC1=C(C=CC=C1)NC(\C=C\C1=CC=C2C=NNC2=C1)=O